3-(5,6-dihydro-8H-imidazo[5,1-c][1,4]oxazin-3-yl)-7-methoxy-1-(4-(morpholinomethyl)phenyl)-1,4-dihydrothiochromeno[4,3-c]pyrazole 5,5-dioxide C=1N=C(N2C1COCC2)C=2C1=C(N(N2)C2=CC=C(C=C2)CN2CCOCC2)C=2C=CC(=CC2S(C1)(=O)=O)OC